FC1=C(C=CC=C1C(F)(F)F)N(C(=O)NC=1C=NC(=C(C1)F)N1C=NC(=C1)[C@@]1(S(CCC1)(=O)=O)C)C |o1:27| (R or S)-1-(2-fluoro-3-(trifluoromethyl)phenyl)-3-(5-fluoro-6-(4-(2-methyl-1,1-dioxidotetrahydrothiophen-2-yl)-1H-imidazol-1-yl)pyridin-3-yl)-1-methylurea